ethyl 2-(6'-(1-fluorocyclopropyl)-1'-oxo-1'H-spiro[cyclopropane-1,4'-isoquinolin]-2'(3'H)-yl)acetate FC1(CC1)C=1C=C2C3(CN(C(C2=CC1)=O)CC(=O)OCC)CC3